NC=1N=CC2=C(N1)C(=CN2)C=2C=C(C=C(C2)F)C#CC(C)(O)C=2SC=CN2 4-(3-(2-amino-5H-pyrrolo[3,2-d]pyrimidin-7-yl)-5-fluorophenyl)-2-(thiazol-2-yl)but-3-yn-2-ol